3-(4-propylheptyl)-4-morpholin-ethanol C(CC)C(CCCC1N(CCOC1)CCO)CCC